BrC=1C(=NC(=NC1)N[C@H](CO)C)C1=CNC2=C(C=CC=C12)P(C)(C)=O (S)-(3-(5-bromo-2-((1-hydroxypropan-2-yl)amino)pyrimidin-4-yl)-1H-indol-7-yl)dimethylphosphine oxide